(2r,4r)-4-(3-(cyclopropylmethoxy)-4-(difluoromethoxy)phenyl)-N-(1-oxoisoindolin-5-yl)pyrrolidine-2-carboxamide hydrochloride Cl.C1(CC1)COC=1C=C(C=CC1OC(F)F)[C@H]1C[C@@H](NC1)C(=O)NC=1C=C2CNC(C2=CC1)=O